CP(OC1=CC=C(C=C1)Br)([O-])([O-])C (4-bromophenyl) dimethylphosphite